(phosphane) palladium dichloride [Pd](Cl)Cl.P